formamidine fluoroacetate FCC(=O)O.C(=N)N